rac-(1S,2S)-2-(((tert-butyldiphenylsilyl)oxy)methyl)cyclobutane [Si](C1=CC=CC=C1)(C1=CC=CC=C1)(C(C)(C)C)OCC1CCC1